C(CC)OC(C(=CC(C(C(C(F)(F)F)(F)F)(F)F)(F)F)CO)=O 3-(perfluorobutyl)-2-hydroxymethylacrylic acid propyl ester